N[C@@H]1C[C@@H](CC12CCN(CC2)C=2N=C1C(=NC2)N=C(C=C1)SC1=C(C(=NC=C1)N)Cl)O (2R,4R)-4-amino-8-(6-((2-amino-3-chloropyridin-4-yl)thio)pyrido[2,3-b]pyrazin-2-yl)-8-azaspiro[4.5]decan-2-ol